2-butyl-4-isopropoxy-3-[4-(tetrahydropyran-4-ylamino)butyl]imidazo[4,5-d]pyridazin-7-amine hydrochloride salt Cl.C(CCC)C=1N(C=2C(=C(N=NC2OC(C)C)N)N1)CCCCNC1CCOCC1